iron cis-vaccenate C(CCCCCCCCC\C=C/CCCCCC)(=O)[O-].[Fe+2].C(CCCCCCCCC\C=C/CCCCCC)(=O)[O-]